(S)-5-Chloro-4-(2-((2-cyclopropyl-9-methyl-8-oxo-6,7,8,9-tetrahydrooxazolo[5',4':4,5]benzo[1,2-b][1,4]oxazepine-7-yl)amino)ethyl)-1-(4-fluorobenzyl)-1H-pyridine ClC=1C(=CCN(C1)CC1=CC=C(C=C1)F)CCN[C@@H]1C(N(C2=C(OC1)C=C1C(=C2)OC(=N1)C1CC1)C)=O